(R)-2-(6-(3-fluoropyrrolidin-1-yl)pyridin-3-yl)-3-methyl-5,6-dihydropyrrolo[3,4-d]imidazol-4(3H)-one F[C@H]1CN(CC1)C1=CC=C(C=N1)C=1N(C2=C(N1)CNC2=O)C